C(C)S(=O)(=O)C1=CC=C(C=C1)B(O)O 4-(ETHYLSULFONYL)PHENYLBORONIC ACID